4-((1-(4-(2-(2-aminopyridin-3-yl)-5-isopropoxy-3H-imidazo[4,5-b]pyridin-3-yl)benzyl)piperidin-4-yl)amino)pyrimidine-2-carbonitrile NC1=NC=CC=C1C1=NC=2C(=NC(=CC2)OC(C)C)N1C1=CC=C(CN2CCC(CC2)NC2=NC(=NC=C2)C#N)C=C1